C1=NC2=C(N1[C@H]3[C@@H]([C@@H]([C@H](O3)COP(=O)(O)OP(=O)(O)O)O)O)NC(=O)NC2=O The molecule is a purine ribonucleoside 5'-diphosphate having xanthosine as the nucleobase. It has a role as an Escherichia coli metabolite. It is a xanthosine 5'-phosphate and a purine ribonucleoside 5'-diphosphate. It is a conjugate acid of a XDP(3-).